ClC1=CC(=C(C=C1C#N)NS(=O)(=O)C=1C=C(C(=O)O)C=CC1C1CC1)OC(C)C1COC1 3-(N-(4-chloro-5-cyano-2-(1-(oxetan-3-yl)ethoxy)phenyl)sulfamoyl)-4-cyclopropylbenzoic acid